methyl 3-(3-amino-4-hydroxyphenyl)bicyclo[1.1.1]pentane-1-carboxylate NC=1C=C(C=CC1O)C12CC(C1)(C2)C(=O)OC